(6S,7S)-6-((2-fluoro-[1,1'-biphenyl]-3-yl)methyl)-N-((S)-2-fluoropropyl)-7-(methyl-sulfonamido)-5-azaspiro[2.4]heptane-5-carboxamide FC1=C(C=CC=C1C[C@@H]1N(CC2(CC2)[C@@H]1NS(=O)(=O)C)C(=O)NC[C@H](C)F)C1=CC=CC=C1